COC(=O)N1[C@H](CCC2=C3C(=CC=C12)N(C(=N3)[C@H](CC=3C=NN(C3)C)C)[C@H]3C[C@@H](CCC3)C(=O)O)C (1R,3R)-3-((S)-6-(methoxycarbonyl)-7-methyl-2-((S)-1-(1-methyl-1H-pyrazol-4-yl)propan-2-yl)-6,7,8,9-tetrahydro-3H-imidazo[4,5-f]quinolin-3-yl)cyclohexane-1-carboxylic acid